C(C)(=O)C=1C=C2N(C(C=3N(C2=CC1)C=CN3)=O)C3=C(C=CC=C3)C 7-Acetyl-5-(o-Tolyl)Imidazolo[1,2-a]Quinoxaline-4(5H)-on